CN1N=CC(=C1)C(=O)NC1=CC2=C(C=N1)C=C(N2)C 1-methyl-N-(2-methyl-1H-pyrrolo[3,2-c]pyridin-6-yl)-1H-pyrazole-4-carboxamide